8-(2,6-difluorophenyl)-2-(1,3-dihydroxypropan-2-ylamino)-4-(4-fluoro-2-methylphenyl)pyrido[2,3-d]pyrimidin-7-one FC1=C(C(=CC=C1)F)N1C(C=CC2=C1N=C(N=C2C2=C(C=C(C=C2)F)C)NC(CO)CO)=O